3-[3-methyl-4-[4-(methylamino)-1-piperidinyl]-2-oxo-benzimidazol-1-yl]piperidine-2,6-dione TFA salt OC(=O)C(F)(F)F.CN1C(N(C2=C1C(=CC=C2)N2CCC(CC2)NC)C2C(NC(CC2)=O)=O)=O